Hexasilane [SiH3][SiH2][SiH2][SiH2][SiH2][SiH3]